(S)-3-(4-chlorophenyl)-N'-((4-ethynylphenyl)sulfonyl)-4-phenyl-N-(2-sulfamoylethyl)-4,5-dihydro-1H-pyrazole-1-carboximidamide ClC1=CC=C(C=C1)C1=NN(C[C@@H]1C1=CC=CC=C1)C(NCCS(N)(=O)=O)=NS(=O)(=O)C1=CC=C(C=C1)C#C